C(C=CC)(=O)OC(C)C isopropyl butenoate